2-(2-chlorophenyl)-7-hydroxy-8-((3S,4R)-3-hydroxy-1-methylpiperidin-4-yl)-4-oxo-4H-chromen-5-yl acetate C(C)(=O)OC1=C2C(C=C(OC2=C(C(=C1)O)[C@@H]1[C@@H](CN(CC1)C)O)C1=C(C=CC=C1)Cl)=O